5-[6-[3-(5-amino-4-cyano-3-thienyl)-3-methyl-azetidin-1-yl]-2-methylsulfanyl-pyrimidin-4-yl]-3-chloro-N,N-dimethyl-4,6,7,8-tetrahydropyrazolo[1,5-a][1,4]diazepine-2-carboxamide NC1=C(C(=CS1)C1(CN(C1)C1=CC(=NC(=N1)SC)N1CC=2N(CCC1)N=C(C2Cl)C(=O)N(C)C)C)C#N